C(=O)O.N1CC(C1)N1CCCC2=CC(=CC(=C12)C1=C2C(=NC=C1)C=C(S2)CN2C=NC1=CC=CC=C1C2=O)Cl 3-[[7-[1-(azetidin-3-yl)-6-chloro-3,4-dihydro-2H-quinolin-8-yl]thieno[3,2-b]pyridin-2-yl]methyl]quinazolin-4-one, formic acid salt